C(CCCCCC)CCCCCCC heptyl-heptane